C(C1=CC=CC=C1)OC=1C=NC(=NC1)N1CCNCC(C1)O 1-(5-(benzyloxy)pyrimidin-2-yl)-1,4-diazepan-6-ol